1-Cyclopentyl-3-methyl-6-(quinolin-5-ylamino)-1,3-dihydro-2H-imidazo[4,5-c]pyridin-2-one C1(CCCC1)N1C(N(C=2C=NC(=CC21)NC2=C1C=CC=NC1=CC=C2)C)=O